1-(benzenesulfonyl)-6-cyano-indole-3-sulfonyl chloride C1(=CC=CC=C1)S(=O)(=O)N1C=C(C2=CC=C(C=C12)C#N)S(=O)(=O)Cl